1,1,1,3,3,3-hexaFluoropropan-2-ol FC(C(C(F)(F)F)O)(F)F